S(=O)(=O)(ON1[C@@H]2CC[C@H](N(C1=O)C2)C(NC(=O)[C@@H]2N(CCCC2)C(C)=O)=N)[O-].[Na+] sodium (2S,5R)-2-(N-((R)-1-acetylpiperidine-2-carbonyl) carbamimidoyl)-7-oxo-1,6-diazabicyclo[3.2.1]octan-6-yl sulfate